2-(3-(N-(2-hydroxyethyl)acetamido)-N-methylpropanamido)-3-methylbutanamide OCCN(C(C)=O)CCC(=O)N(C)C(C(=O)N)C(C)C